FC(C(=O)O)(F)F.N1(C(CCCC1)=O)C1CNCCC1 [1,3'-bipiperidin]-2-one trifluoroacetate